2-chloro-4-(8-(4-(4-(6-(2,6-dioxopiperidin-3-yl)-5,7-dioxo-3,5,6,7-tetrahydropyrrolo[3,4-f]isoindol-2(1H)-yl)piperidin-1-yl)benzoyl)-1-methyl-2,8-diazaspiro[4.5]decan-2-yl)benzonitrile ClC1=C(C#N)C=CC(=C1)N1C(C2(CC1)CCN(CC2)C(C2=CC=C(C=C2)N2CCC(CC2)N2CC1=CC=3C(N(C(C3C=C1C2)=O)C2C(NC(CC2)=O)=O)=O)=O)C